CC1=NCC[C@H](N1)C(=O)O (4S)-2-Methyl-3,4,5,6-tetrahydropyrimidine-4-carboxylic acid